7-bromo-N-[6-(4,4-difluoropiperidin-1-yl)-4-methylpyridin-2-yl]-5-fluoro-2,3-dihydro-1H-indene-4-carboxamide BrC1=CC(=C(C=2CCCC12)C(=O)NC1=NC(=CC(=C1)C)N1CCC(CC1)(F)F)F